NCC(=O)N1CC(CC1)C1=NOCC(O1)CN1CCCCC1 Rac-2-amino-1-(3-(5-(piperidin-1-ylmethyl)-5,6-dihydro-1,4,2-dioxazin-3-yl)pyrrolidin-1-yl)ethan-1-one